2-(tert-butoxycarbonyl)-8-(2-(pyridin-4-yl)pyrido[3,4-d]pyrimidin-4-yl)-2,8-diazaspiro[4.5]decane-3-carboxylic acid C(C)(C)(C)OC(=O)N1CC2(CC1C(=O)O)CCN(CC2)C=2C1=C(N=C(N2)C2=CC=NC=C2)C=NC=C1